3-[(3aR,9bR)-7-[(2,6-dichlorophenyl)methoxy]-9b-(4-fluorobenzenesulfonyl)-1H,2H,3H,3aH,4H,5H,9bH-benzo[e]indole-3-carbonyl]-1λ6-thiolane-1,1-dione ClC1=C(C(=CC=C1)Cl)COC1=CC2=C([C@@]3(CCN([C@@H]3CC2)C(=O)C2CS(CC2)(=O)=O)S(=O)(=O)C2=CC=C(C=C2)F)C=C1